C(C=C)C1CCCC(=O)O1 Delta-allyl-(valerolactone)